N-(pyridin-4-yl)pyrido[3,4-d]pyrimidin-amine N1=CC=C(C=C1)NC=1N=CC2=C(N1)C=NC=C2